ClC1=CC(=C(C=C1)C1=NC(=NC=2C(NN=CC21)=O)N2C[C@@H](O[C@@H](C2)C)C=2C=NN(C2)C2CC2)F 4-(4-chloro-2-fluoro-phenyl)-2-[(2S,6R)-2-(1-cyclopropylpyrazol-4-yl)-6-methyl-morpholin-4-yl]-7H-pyrimido[4,5-d]pyridazin-8-one